tert-butyl 2-(4-(4-(3-guanidinoprop-1-yn-1-yl)phenyl)-2,3,9-trimethyl-6H-thieno[3,2-f][1,2,4]triazolo[4,3-a][1,4]diazepin-6-yl)acetate N(C(=N)N)CC#CC1=CC=C(C=C1)C1=NC(C=2N(C3=C1C(=C(S3)C)C)C(=NN2)C)CC(=O)OC(C)(C)C